NC=1NC(C=2N(C(N(C2N1)[C@@H]1O[C@@H]([C@H]([C@H]1O)F)CO)=O)CC=1C=NC=CC1)=O 2-amino-9-((2R,3S,4S,5R)-4-fluoro-3-hydroxy-5-(hydroxymethyl)tetrahydrofuran-2-yl)-7-(pyridin-3-ylmethyl)-7,9-dihydro-1H-purine-6,8-dione